(5-(5-methoxybenzo[d]oxazol-2-yl)-8-(methylamino)-2,7-naphthyridin-3-yl)-2-(trifluoromethyl)cyclopropane-1-carboxamide COC=1C=CC2=C(N=C(O2)C2=C3C=C(N=CC3=C(N=C2)NC)C2(C(C2)C(F)(F)F)C(=O)N)C1